[H-].[Pm+3].[H-].[H-] promethium hydride